CN1C=NC(=C1)S(=O)(=O)N1CCC(CC1)NC1=NC=C(C(=N1)C=1SC(=CN1)C)C(F)(F)F N-(1-((1-methyl-1H-imidazol-4-yl)sulfonyl)piperidin-4-yl)-4-(5-methylthiazol-2-yl)-5-(trifluoromethyl)pyrimidin-2-amine